N-(2-bromopyridin-4-yl)-N-[(4-methoxyphenyl)methyl]cyclopropanesulfonamide BrC1=NC=CC(=C1)N(S(=O)(=O)C1CC1)CC1=CC=C(C=C1)OC